hypoxanthine sodium salt [Na].N1C=NC=2N=CNC2C1=O